ClC1=CC=C(C=C1)C1=C(C=CC=C1)NC1CCN(CC1)C(=O)C=1C=C2C(N(C(C2=CC1)=O)C1C(NC(CC1)=O)=O)=O 5-(4-((4'-chloro-[1,1'-biphenyl]-2-yl)amino)piperidine-1-carbonyl)-2-(2,6-dioxopiperidin-3-yl)isoindoline-1,3-dione